2-(4-aminopiperidin-1-yl)-N-(2-(3-(ethyl-(methyl)amino)-1H-pyrazol-1-yl)benzyl)-9-isopropyl-9H-purin-6-amine NC1CCN(CC1)C1=NC(=C2N=CN(C2=N1)C(C)C)NCC1=C(C=CC=C1)N1N=C(C=C1)N(C)CC